tert-butyl N-[(1s)-4-(6-bromo-7-fluoro-1-oxo-2-isoquinolyl)-3-methoxy-1-methyl-butyl]carbamate BrC=1C=C2C=CN(C(C2=CC1F)=O)CC(C[C@H](C)NC(OC(C)(C)C)=O)OC